FC1=CN(C2=CC(=CC=C12)B1OC(C(O1)(C)C)(C)C)S(=O)(=O)C1=CC=C(C)C=C1 3-fluoro-6-(4,4,5,5-tetramethyl-1,3,2-dioxaborolan-2-yl)-1-tosyl-1H-indole